vinylbis(dimethylamino)silane C(=C)[SiH](N(C)C)N(C)C